3-(p-tolyl)pyrrolidine C1(=CC=C(C=C1)C1CNCC1)C